N-(5-((5-cyano-4-(1-cyclopropyl-1H-indol-3-yl)pyrimidin-2-yl)amino)-2-((2-(dimethyl-Amino)ethyl)(methyl)amino)-4-methoxyphenyl)acrylamide hydrochloride Cl.C(#N)C=1C(=NC(=NC1)NC=1C(=CC(=C(C1)NC(C=C)=O)N(C)CCN(C)C)OC)C1=CN(C2=CC=CC=C12)C1CC1